FC1=C(C=CC(=C1)F)C1=NN=C(S1)N (2,4-difluorophenyl)-1,3,4-thiadiazol-2-amine